C(C1=CC=CC=C1)OC(=O)N1[C@@H](CC(C1)=CC(=O)OCC)C(N(C)C)=O.NC1=CC(=C(C=C1)C(C)=O)Br (4-amino-2-bromophenyl)ethanone benzyl-(2S)-2-(dimethylcarbamoyl)-4-(2-ethoxy-2-oxoethylidene)pyrrolidine-1-carboxylate